C1(CCC1)OC1=C2CC[C@@H](N(C2=CC=C1C=1C=NN(C1F)C1CCNCC1)C(=O)OC)C methyl (S)-5-cyclobutoxy-6-(5-fluoro-1-(piperidin-4-yl)-1H-pyrazol-4-yl)-2-methyl-3,4-dihydroquinoline-1(2H)-carboxylate